C(#N)C1=NC2=CC(=CC(=C2C=C1C=1C=NN(C1)C)[C@H](C)NC1=C(C(=O)O)C=CC=C1)C (S)-2-((1-(2-cyano-7-methyl-3-(1-methyl-1H-pyrazol-4-yl)quinolin-5-yl)ethyl)amino)benzoic acid